ClC1=C(C#N)C=CC(=C1C)N1CC2(CC1)CCN(CC2)C2=CC=C(C=C2)C(=O)N2CCC(CC2)CN2CCN(CC2)C2=CC(=CC=C2)N[C@@H]2C(NC(CC2)=O)=O (S)-2-Chloro-4-(8-(4-(4-((4-(3-((2,6-dioxopiperidin-3-yl)amino)phenyl)piperazin-1-yl)methyl)piperidine-1-carbonyl)phenyl)-2,8-diazaspiro[4.5]decan-2-yl)-3-methylbenzonitrile